1-(9Z-heptadecenoyl)-2-eicosanoyl-glycero-3-phosphocholine CCCCCCCCCCCCCCCCCCCC(=O)O[C@H](COC(=O)CCCCCCC/C=C\CCCCCCC)COP(=O)([O-])OCC[N+](C)(C)C